FC=1C=C2C=NN(C2=CC1C=1C=2C(=NN(C2C=CC1)CC(=O)NCC(=O)NCC(=O)OC)C1CCNCC1)C methyl 2-(2-{2-[5'-fluoro-1'-methyl-3-(piperidin-4-yl)-[4,6'-biindazol]-1-yl]acetamido}acetamido)acetate